1,4-diethoxy-anthracene C(C)OC1=CC=C(C2=CC3=CC=CC=C3C=C12)OCC